CC1(OB(OC1(C)C)C1=CC(=C(C=C1)C1=CC=C(C2=CC=CC=C12)C#N)C1=CC=C(C2=CC=CC=C12)C#N)C 4,4'-(4-(4,4,5,5-tetramethyl-1,3,2-dioxaborolan-2-yl)-1,2-phenylene)bis(1-naphthonitrile)